(4aR,5R,7aS,9R)-Octahydro-2,2,5,8,8,9a-hexamethyl-4H-4a,9-methanoazuleno[5,6-d]-1,3-dioxole CC1(OC2(C(O1)C[C@]13[C@@H](CC[C@H]1C([C@H]2C3)(C)C)C)C)C